ClC1=CC(=C(S1)C1=NC(=C(C=C1)O)C)OC(N(CC)CC1CCC1)=O (5-chloro-2-(5-hydroxy-6-methylpyridin-2-yl)thiophen-3-yl)methyl(cyclobutylmethyl)(methyl)carbamate